COC1=CC=C(COC2=C3N=C(C(NC3=CC(=C2)N2CCOCC2)=O)C)C=C1 5-((4-methoxybenzyl)oxy)-3-methyl-7-morpholinoquinoxalin-2(1H)-one